C1(=C(C(=CC(=C1)C)C)C1=C(C=CC=C1)C1CN=C(O1)C1=CC=CC=C1)C 5-(mesityl-phenyl)-2-phenyl-4,5-dihydrooxazole